6-(3-(furan-2-yl)phenyl)-5,7-dimethyl-2-(pyridin-2-yl)-2,6-dihydro-1H-pyrrolo[3,4-d]pyridazin-1-one O1C(=CC=C1)C=1C=C(C=CC1)N1C(=C2C(N(N=CC2=C1C)C1=NC=CC=C1)=O)C